ClC1=CC=C(C=C1)NNC(=O)NC(C1=C(C=C(C=C1)F)F)=O 2-(4-Chlorophenyl)-N-(2,4-difluorobenzoyl)hydrazinecarboxamide